O1C(OCC1)C1=C(C(=CC=C1)F)C(CF)O 1-(2-(1,3-dioxolan-2-yl)-6-fluorophenyl)-2-fluoroethan-1-ol